CC1C(=COC1=O)C dimethyl-furanone